NC1=CC(=C(CCN2[C@H](O[C@@H](C2)C)C=2C(=NN(C2)C2=CC=C(C=C2)Br)C2=CC=C(C=C2)F)C=C1)F (2R,5R)-3-(4-Amino-2-fluorophenethyl)-2-(1-(4-bromophenyl)-3-(4-fluorophenyl)-1H-pyrazol-4-yl)-5-methyloxazolidine